Dibenzo[f,k]tetraphene C1=CC=CC2=C3C=CC=CC3=C3C=C4C=CC5=C(C4=CC3=C21)C=CC=C5